FC(OC1=NC=CC(=C1)C=1N=C(NC(C1)=O)C=1C=C(CC(C(=O)N)(C)C)C=CC1C(F)(F)F)F (3-{4-[2-(difluoromethoxy)pyridin-4-yl]-6-oxo-1,6-dihydropyrimidin-2-yl}-4-(trifluoromethyl)benzyl)isobutyramide